rac-(1r,2r,4s,5r,6s)-N-(4-fluoro-3-(trifluoromethyl)phenyl)-4-(2-fluoropyridin-4-yl)-6-hydroxy-8-oxatricyclo[3.2.1.02,4]octane-2-carboxamide FC1=C(C=C(C=C1)NC(=O)[C@]12[C@H]3C[C@@H]([C@@H]([C@@]2(C1)C1=CC(=NC=C1)F)O3)O)C(F)(F)F |r|